(S)-1,2,3,4-tetrahydroquinoline-3-carboxylic acid N1C[C@H](CC2=CC=CC=C12)C(=O)O